3-benzoylamino-2-(4-(tert-butyl)phenyl)propionic acid C(C1=CC=CC=C1)(=O)NCC(C(=O)O)C1=CC=C(C=C1)C(C)(C)C